6-chloro-5-(4-((7-methoxy-2-methyl-3-oxo-3,4-dihydroquinoxalin-6-yl)methyl)piperazin-1-yl)-N-methylpyridinecarboxamide ClC1=C(C=CC(=N1)C(=O)NC)N1CCN(CC1)CC=1C=C2NC(C(=NC2=CC1OC)C)=O